Ethyl 2-(4-(((4-(4-iodophenyl)-5-oxo-4,5-dihydro-1H-1,2,4-triazol-1-yl)methyl)thio)-2-methylphenoxy)acetate IC1=CC=C(C=C1)N1C=NN(C1=O)CSC1=CC(=C(OCC(=O)OCC)C=C1)C